O=C([C@H](O)[C@@H](O)[C@H](O)[C@H](O)CO)O.CC1(C(N(C2=CC=CC=C12)C1CCN(CC1)C([C@H](CCC1=CC=CC=C1)NC(=O)[C@H]1CNCCC1)=O)=O)C (R)-N-((S)-1-(4-(3,3-dimethyl-2-oxoindolin-1-yl)piperidin-1-yl)-1-oxo-4-phenylbutan-2-yl)piperidine-3-carboxamide D-gluconate